5-(6-(Piperazin-1-yl)pyridin-3-yl)-7-(1H-pyrazol-4-yl)quinoline N1(CCNCC1)C1=CC=C(C=N1)C1=C2C=CC=NC2=CC(=C1)C=1C=NNC1